4-[5-(1-hydroxy-1-methyl-ethyl)-2-[[6-(4-piperidyloxy)-3-pyridyl]oxy]phenyl]-6-methyl-1H-pyrrolo[2,3-c]pyridin-7-one OC(C)(C)C=1C=CC(=C(C1)C=1C2=C(C(N(C1)C)=O)NC=C2)OC=2C=NC(=CC2)OC2CCNCC2